ClC=1C=C(C=CC1F)NC(=O)C1=C(N=CN1C)C1CC2CC(CC2C1)(O)C1=NNC=C1C(F)F N-(3-Chloro-4-fluorophenyl)-4-(5-(4-(difluoromethyl)-1H-pyrazol-3-yl)-5-hydroxyoctahydropentalen-2-yl)-1-methyl-1H-imidazole-5-carboxamide